2-(3-(hydroxycarbamoyl)isoxazol-5-yl)ethyl (3,4-dichlorophenyl)(methyl)carbamate ClC=1C=C(C=CC1Cl)N(C(OCCC1=CC(=NO1)C(NO)=O)=O)C